1-tert-butyl 3-methyl 5,5-diethylpyrrolidine-1,3-dicarboxylate C(C)C1(CC(CN1C(=O)OC(C)(C)C)C(=O)OC)CC